O1C=NC2=C1C=C(C=C2)\C=C\2/N=C(NC2=O)NCC=2SC=C(N2)C (4Z)-4-(1,3-Benzoxazol-6-ylmethylene)-2-[(4-methylthiazol-2-yl)methylamino]-1H-imidazol-5-one